cobalt-manganese porphyrin C12=CC=C(N1)C=C1C=CC(=N1)C=C1C=CC(N1)=CC=1C=CC(N1)=C2.[Mn].[Co]